4-(cycloheptylmethyl)-5-(2-fluorobenzyl)-2-methyl-2,4-dihydro-3H-1,2,4-triazol-3-one C1(CCCCCC1)CN1C(N(N=C1CC1=C(C=CC=C1)F)C)=O